lithium gallium fluoride [F-].[Ga+3].[Li+].[F-].[F-].[F-]